F[C@H]1CNCC[C@@H]1NC(=O)C1=CC(=CC=2N(C=NC21)CC(F)(F)F)C#CCNC2=C(C=C(C=C2)C(NC)=O)OC N-[(3S,4S)-3-fluoro-4-piperidyl]-6-[3-[2-methoxy-4-(methyl-carbamoyl)anilino]prop-1-ynyl]-1-(2,2,2-trifluoroethyl)benzimidazole-4-carboxamide